2-trifluoromethyl-[1,1'-biphenyl]-4-formaldehyde FC(C1=C(C=CC(=C1)C=O)C1=CC=CC=C1)(F)F